C1=C(C=CC2=CC=CC=C12)C1CCCN2C1=NS(CC2)(=O)=O 9-naphthalen-2-yl-3,4,6,7,8,9-hexahydropyrido[2,1-c][1,2,4]thiadiazine 2,2-dioxide